NC(CO)(C)C1CCN(CC1)C 2-amino-2-(1-methyl-4-piperidinyl)propane-1-ol